8,11,14,17,20-hexacosapentaenoic acid C(CCCCCCC=CCC=CCC=CCC=CCC=CCCCCC)(=O)O